5-chloro-N-(3-chloroisoquinolin-6-yl)-2-hydroxybenzoamide ClC=1C=CC(=C(C(=O)NC=2C=C3C=C(N=CC3=CC2)Cl)C1)O